C1N(CCC2=CC=CC=C12)C[C@H](CN1CCOC2=C(C1=O)C=CC(=C2)CN2[C@@H](CCC2)C)O 4-[(2R)-3-(3,4-dihydro-1H-isoquinolin-2-yl)-2-hydroxy-propyl]-8-[[(2R)-2-methylpyrrolidin-1-yl]methyl]-2,3-dihydro-1,4-benzoxazepin-5-one